1-(allyloxy)-N-methoxy-N-methyl-cyclopropane-1-carboxamide C(C=C)OC1(CC1)C(=O)N(C)OC